1-(4-(pentafluoro-λ6-sulfaneyl)benzyl)-1H-indole-7-carboxylic acid FS(C1=CC=C(CN2C=CC3=CC=CC(=C23)C(=O)O)C=C1)(F)(F)(F)F